C(C1=CC=CC=C1)OC1=CC=2N(C=C1Br)C=C(N2)C21COC(C2)(C1)C 7-benzyloxy-6-bromo-2-(1-methyl-2-oxabicyclo[2.1.1]hexan-4-yl)imidazo[1,2-a]pyridine